4-(trifluoromethyl)benzen-1,2-diamine FC(C=1C=C(C(=CC1)N)N)(F)F